OC1=C(C(=O)C2=C(C=CC=C2)O)C=CC(=C1)OCC(COC(C(=C)C)=O)O 2,2'-dihydroxy-4-(3-methacryloyloxy-2-hydroxypropoxy)benzophenone